C(C1=CC=CC=C1)OCCCCC(C(=O)OC)(C)C methyl 6-(benzyloxy)-2,2-dimethylhexanoate